8-bromo-3-(methoxymethoxy)naphthalene-1-carbonitrile BrC=1C=CC=C2C=C(C=C(C12)C#N)OCOC